NC1=C(N)C=CC=C1 ortho-Aminoaniline